2-(4-(1-(4-(trifluoromethoxy)phenyl)-1H-1,2,4-triazol-3-yl)piperazin-1-yl)ethan-1-amine FC(OC1=CC=C(C=C1)N1N=C(N=C1)N1CCN(CC1)CCN)(F)F